(2R,3R,3aS,6S,6aR)-6-((2-amino-3-bromoquinolin-7-yl)methyl)-2-(4-methyl-7H-pyrrolo[2,3-d]pyrimidin-7-yl)hexahydro-2H-cyclopenta[b]furan-3,3a-diol NC1=NC2=CC(=CC=C2C=C1Br)C[C@@H]1CC[C@]2([C@@H]1O[C@H]([C@@H]2O)N2C=CC1=C2N=CN=C1C)O